COC1=C(C=CC(=C1)OC)C1=CC(=NC2=C(N=CC=C12)C1=CC=NN1)N1CCOCC1 4-(2,4-dimethoxyphenyl)-2-(morpholin-4-yl)-8-(1H-pyrazol-5-yl)-1,7-naphthyridine